C(C)(C)(C)C=1N=C(SC1)C=1OC2=C(C1)C=C(C=C2)OCC2=C(C=CC=C2)CC(=O)O [2-[[2-(4-tert-butyl-2-thiazolyl)-5-benzofuranyl]oxymethyl]phenyl]acetic acid